(R)-2-((1R,2R)-2-(2,3-difluorophenyl)-1-((methylsulfonyl)oxy)-2-phenylethyl)pyrrolidine-1-carboxylic acid benzyl ester C(C1=CC=CC=C1)OC(=O)N1[C@H](CCC1)[C@@H]([C@H](C1=CC=CC=C1)C1=C(C(=CC=C1)F)F)OS(=O)(=O)C